7-(sec-butyl)-6-chloro-5-fluoro-N-((3R,4R)-3-fluoro-1-(methylsulfonyl)piperidin-4-yl)pyrrolo[2,1-f][1,2,4]triazin-2-amine C(C)(CC)C1=C(C(=C2C=NC(=NN21)N[C@H]2[C@@H](CN(CC2)S(=O)(=O)C)F)F)Cl